[N+](=O)([O-])C=CC1=CC(=C(C=C1)C=O)C=O beta-nitro-3,4-dioxomethylstyrene